ClC1=NC2=NC(=C(N=C2C(=N1)C1=C(C=C(C(=C1)F)F)F)C)C 2-chloro-6,7-dimethyl-4-(2,4,5-trifluorophenyl)pteridine